benzazepineTriat N1C(=C(C(=CC2=C1C=CC=C2)C(=O)[O-])C(=O)[O-])C(=O)[O-]